N1=CC(=CC=C1)C=CC(=O)O 3-(pyridin-3-yl)acrylic acid